COC(C1=CC(=C(C=C1)CC)S(NC1=C(C=CC(=C1)C#N)N1CC(CCC1)(F)F)(=O)=O)=O 3-(N-(5-cyano-2-(3,3-difluoropiperidin-1-yl)phenyl)sulfamoyl)-4-ethylbenzoic acid methyl ester